NC1=NC(=C(C=C1C=1C=C2CCNC(C2=CC1)=O)C1=CC=C(C=C1)[C@@]12CN(C[C@H]2C1)C1CCOCC1)F 6-(2-amino-6-fluoro-5-(4-((1R,5S)-3-(tetrahydro-2H-pyran-4-yl)-3-azabicyclo[3.1.0]hexan-1-yl)phenyl)pyridin-3-yl)-3,4-dihydroisoquinolin-1(2H)-one